C(=O)(OC(C)(C)C)N[C@@H]([C@@H](C1=CC=CC=C1)O)C(=O)O |&1:9| (2S,3R)-Racemic-Boc-β-hydroxyphenylalanine